C(C)(C)(C)OC(=O)N1CC2=CC=C(C=C2CC1)OC 6-methoxy-3,4-dihydroisoquinoline-2(1H)-carboxylic acid tert-butyl ester